C(C1=CC=CC=C1)OC1=NC(=CC=C1)CO[C@@H]1COCC1 (S)-2-(benzyloxy)-6-(((tetrahydrofuran-3-yl)oxy)methyl)pyridine